C(C)(C)(C)OC(=O)N1C(CC2(CCC2)CC1)CO 6-(hydroxymethyl)-7-azaspiro[3.5]nonane-7-carboxylic acid tert-butyl ester